(R)-(2-(7-(2-(1H-1,2,4-Triazol-1-yl)ethoxy)-1-(cyclopropylmethyl)-1H-pyrrolo[2,3-c]pyridin-2-yl)-4-methoxy-3-methylpyrazolo[1,5-a]pyridin-6-yl)(3-aminopiperidin-1-yl)methanone N1(N=CN=C1)CCOC=1N=CC=C2C1N(C(=C2)C2=NN1C(C(=CC(=C1)C(=O)N1C[C@@H](CCC1)N)OC)=C2C)CC2CC2